2-((3aR,5r,6aS)-5-benzyl-5-hydroxyhexahydrocyclopenta[c]pyrrol-2(1H)-yl)-1-(6-methoxypyridin-3-yl)ethanone C(C1=CC=CC=C1)C1(C[C@@H]2[C@@H](CN(C2)CC(=O)C=2C=NC(=CC2)OC)C1)O